CO[Si](CCCNC(=O)C1=NC=CC=C1)(OC)OC N-(3-(trimethoxysilyl)propyl)pyridineamide